tert-butyl (1S,5S,6R)-6-hydroxy-3,8-diazabicyclo[3.2.1]octane-8-carboxylate O[C@H]1[C@@H]2CNC[C@H](C1)N2C(=O)OC(C)(C)C